CN1C=C(C(C2=CC=CC=C12)=O)CN([C@@H]1CN(CCC1)C(=O)OCCCC)CC1=CC(=NC=C1)C butyl (3S)-3-{[(1-methyl-4-oxo-1,4-dihydroquinolin-3-yl)methyl][(2-methylpyridin-4-yl)methyl]amino}piperidine-1-carboxylate